4,4,4-trifluoro-2,2-dimethyl-3-((2-((3-octyl-1,2,4-oxadiazol-5-yl)methyl)acryloyl)oxy)butanoic acid FC(C(C(C(=O)O)(C)C)OC(C(=C)CC1=NC(=NO1)CCCCCCCC)=O)(F)F